(1-cyclohexylethyl)-2-hydroxybenzamide C1(CCCCC1)C(C)C=1C(=C(C(=O)N)C=CC1)O